C(C)(C)(C)OC(=O)N[C@H]1CCC2=CC(=CC=C12)NC(OCC1=CC=CC=C1)=O benzyl N-[(1S)-1-[(tert-butoxycarbonyl)amino]-2,3-dihydro-1H-inden-5-yl]carbamate